COC=1C=C(C=CC1OC)C(C(CC)O)=O 1-(3,4-Dimethoxyphenyl)-2-hydroxy-butan-1-one